1,4,4,9-Tetramethyl-8-(3-methyl-1H-indol-7-yl)-4,5-dihydropyrido[3,4-e][1,2,4]triazolo[4,3-a]pyrazin CC1=NN=C2N1C1=C(NC2(C)C)C=NC(=C1C)C=1C=CC=C2C(=CNC12)C